2-(((S,E)-3-(((S)-2-(2-amino-2-methylpropionamido)-3-methylbutyryl)oxy)-7-Chlorohept-4-enamido)methyl)thiazole-4-carboxylic acid trifluoroacetate FC(C(=O)O)(F)F.NC(C(=O)N[C@H](C(=O)O[C@@H](CC(=O)NCC=1SC=C(N1)C(=O)O)\C=C\CCCl)C(C)C)(C)C